4-cyclopropyl-N-(3'-(difluoromethoxy)-4,5'-difluoro-[1,1'-biphenyl]-3-yl)benzenesulfonamide C1(CC1)C1=CC=C(C=C1)S(=O)(=O)NC=1C=C(C=CC1F)C1=CC(=CC(=C1)F)OC(F)F